(1R,3S)-3-[3-({[3-(methoxymethyl)-1-methyl-1H-pyrazol-5-yl]carbonyl}-amino)-1H-pyrazol-5-yl]cyclopentyl propanylcarbamate C(CC)NC(O[C@H]1C[C@H](CC1)C1=CC(=NN1)NC(=O)C1=CC(=NN1C)COC)=O